C(C)(C)(C)OC(NC1CCC(CC1)N[C@@H]1C[C@@H](N(C2=CC=CC=C12)C(CC)=O)C)=O |o1:14,16| tert-butyl(4-(((2S*,4R*)-2-methyl-1-propionyl-1,2,3,4-tetrahydroquinolin-4-yl)amino)cyclohexyl)carbamate